FC1=CC2=C(NC=N2)C=C1F 5,6-difluoro-1H-benzo[d]imidazole